rel-2-Amino-4-(3-((3R,4R)-3-(dimethylamino)-4-hydroxypyrrolidin-1-yl)-5-fluoro-7,9-dihydrofuro[3,4-f]quinazolin-6-yl)-7-fluorothieno[3,2-c]pyridine-3-carbonitrile NC1=C(C=2C(=NC=C(C2S1)F)C=1C2=C(C=3C=NC(=NC3C1F)N1C[C@H]([C@@H](C1)O)N(C)C)COC2)C#N |o1:24,25|